N-(3-(2'-fluoro-[1,1'-biphenyl]-4-yl)propyl)-1H-benzo[d]imidazole-2-carboxamide FC1=C(C=CC=C1)C1=CC=C(C=C1)CCCNC(=O)C1=NC2=C(N1)C=CC=C2